N-[(3R)-1-acetyl-3-piperidyl]-6-[8-(2-cyanoallylamino)-7-methoxy-2-naphthyl]pyridine-2-carboxamide C(C)(=O)N1C[C@@H](CCC1)NC(=O)C1=NC(=CC=C1)C1=CC2=C(C(=CC=C2C=C1)OC)NCC(=C)C#N